FC1(CC1)C=1NC(C=C(N1)C)=O 2-(1-fluorocyclopropyl)-4-methyl-1H-pyrimidin-6-one